BrC1=NC=C(C=C1)SC 2-bromo-5-(methylthio)pyridine